3-((1R,3r,5S)-(3-((5-cyclopropyl-3-(2,6-dichlorophenyl)isoxazol-4-yl)methoxy)-8-azabicyclo[3.2.1]octan-8-yl)-1,2,4-oxadiazol-5-yl)picolinic acid C1(CC1)C1=C(C(=NO1)C1=C(C=CC=C1Cl)Cl)COC1C[C@H]2CC[C@@H](C1)N2C2=NOC(=N2)C=2C(=NC=CC2)C(=O)O